butanediol lithium [Li].C(CCC)(O)O